Br[C@H](C(=O)OC(C)(C)C)CCC(=O)OCC1=CC=CC=C1 (S)-O5-benzyl O1-tert-butyl 2-bromopentanedioate